1-tert-butyl-3-(1-cyclopropyltriazol-4-yl)pyrazolo[3,4-d]pyrimidin-4-amine C(C)(C)(C)N1N=C(C=2C1=NC=NC2N)C=2N=NN(C2)C2CC2